N-(4-(4-amino-5-(4-(cyclohexyloxy)-3-fluorophenyl)pyrazolo[5,1-f][1,2,4]triazin-6-yl)phenyl)acrylamide NC1=NC=NN2C1=C(C(=N2)C2=CC=C(C=C2)NC(C=C)=O)C2=CC(=C(C=C2)OC2CCCCC2)F